6-(2-chlorobenzyl)-3-benzyl-1,2,3,4,6,8,9,10-octahydro-5H-pyrido[3,4-e]pyrimido[1,2-a]pyrimidin-5-one ClC1=C(CN2C=3N(C4=C(C2=O)CN(CC4)CC4=CC=CC=C4)CCCN3)C=CC=C1